BrC=1C(=NC(=C(C1)N1CC(CC1)(F)F)C)NC1=C(C(=CC=C1C)OCC1=CC=C(C=C1)OC)C 3-Bromo-5-(3,3-difluoropyrrolidin-1-yl)-N-(3-((4-methoxybenzyl)oxy)-2,6-dimethylphenyl)-6-methylpyridin-2-amine